C(C(C)C)N[C@H](C(=O)OCC1=CC=CC=C1)CC(C)C benzyl (S)-2-(isobutylamino)-4-methylpentanoate